ClC1=C(C(=O)N2COC3=C(C2)C=CC=C3C3=CC(=C(C(=O)O)C=C3)N3CCOCC3)C(=CC(=C1)OCCC(C)(C)O)Cl 4-[3-[2,6-Dichloro-4-(3-hydroxy-3-methylbutoxy)benzoyl]-2,4-dihydro-1,3-benzoxazin-8-yl]-2-morpholin-4-ylbenzoic acid